FC=1C=C(C=CC1)C(C=1C=C(C(=O)O)C=C(N1)C(NC)=O)O 2-((3-fluorophenyl)(hydroxy)methyl)-6-(methylcarbamoyl)isonicotinic acid